CC=1C=C(C=CC1N1CCC(CC1)N1CCN(CC1)C)C1(NNC(=N1)N)N 3-(3-methyl-4-(4-(4-methylpiperazin-1-yl)piperidin-1-yl)phenyl)-1H-1,2,4-triazole-3,5-diamine